(3-hydroxy-2-{[(2S,3R,4S,5S,6R)-3,4,5-trihydroxy-6-(hydroxymethyl)oxan-2-yl]oxy}phenyl)methyl 2-hydroxybenzoate OC1=C(C(=O)OCC2=C(C(=CC=C2)O)O[C@@H]2O[C@@H]([C@H]([C@@H]([C@H]2O)O)O)CO)C=CC=C1